O-(tetrahydropyran-2-yl)hydroxylamine O1C(CCCC1)ON